3-amino-N-[4-[(3R,4R,5S)-3-amino-4-hydroxy-5-methylpiperidin-1-yl]pyridin-3-yl]-6-(2,6-difluorophenyl)-5-fluoropyridine-2-carboxamide NC=1C(=NC(=C(C1)F)C1=C(C=CC=C1F)F)C(=O)NC=1C=NC=CC1N1C[C@H]([C@@H]([C@H](C1)C)O)N